(S)-5-(4-bromophenyl)-1-(oxetan-3-ylmethyl)pyrrolidin-2-one BrC1=CC=C(C=C1)[C@@H]1CCC(N1CC1COC1)=O